4-butaneboronic acid CCCCB(O)O